C(C1=CC=CC=C1)OC(=O)N[C@@H]1[C@@H](N(CC1(F)F)C(=O)OC(C)(C)C)CC1=C(C(=CC=C1)Cl)F tert-butyl (2S,3R)-3-{[(benzyloxy)carbonyl]amino}-2-[(3-chloro-2-fluorophenyl)methyl]-4,4-difluoropyrrolidine-1-carboxylate